2-(4-(4-(aminomethyl)-1-oxo-1,2-dihydrophthalazin-6-yl)-1-methyl-1H-pyrazol-5-yl)thieno[3,2-b]pyridine-3-carbonitrile NCC1=NNC(C2=CC=C(C=C12)C=1C=NN(C1C1=C(C2=NC=CC=C2S1)C#N)C)=O